Isopropyl 2-amino-2-methylhexanoate Phosphate Salt P(=O)(O)(O)O.NC(C(=O)OC(C)C)(CCCC)C